C[C@@H]1COC2CCCCC2C2CCC(OC[C@@H]3[C@@]4(CCN3C1)NCCOC4)CC2 (1's,3R,10'S,16'S,19's)-10'-methyl-8',18'-dioxa-12'-azaspiro[morpholine-3,15'-tetracyclo[17.2.2.02,7.012,16]tricosane]